3-(5-(4-((3-(1-hydroxyethyl)pyrrolidin-1-yl)methyl)pyridin-2-yl)-1-oxoisoindolin-2-yl)piperidine-2,6-dione OC(C)C1CN(CC1)CC1=CC(=NC=C1)C=1C=C2CN(C(C2=CC1)=O)C1C(NC(CC1)=O)=O